4-(2-Cyclopropyl-6-(4-fluoro-6-(((1S,4S)-1-methyl-2-oxa-5-azabicyclo[2.2.1]heptan-5-yl)methyl)-1-oxoisoindolin-2-yl)pyridin-4-yl)-3-(4-methyl-4H-1,2,4-triazol-3-yl)benzonitrile C1(CC1)C1=NC(=CC(=C1)C1=C(C=C(C#N)C=C1)C1=NN=CN1C)N1C(C2=CC(=CC(=C2C1)F)CN1[C@@H]2CO[C@](C1)(C2)C)=O